3-cyano-2-(2-phenylquinolin-7-yl)pyrazolo[1,5-a]pyrimidine-6-carboxylic acid ethyl ester C(C)OC(=O)C=1C=NC=2N(C1)N=C(C2C#N)C2=CC=C1C=CC(=NC1=C2)C2=CC=CC=C2